1,8-diazabicyclo-(5.4.0)undecane N12CCCCCC2NCCC1